N-((1s,3s)-3-(6-((4-(4-((1-(2-(2,6-dioxopiperidin-3-yl)-1,3-dioxoisoindolin-5-yl)piperidin-4-yl)methyl)piperazin-1-yl)benzyl)amino)-9H-purin-9-yl)cyclobutyl)-6-methylpicolinamide O=C1NC(CC[C@@H]1N1C(C2=CC=C(C=C2C1=O)N1CCC(CC1)CN1CCN(CC1)C1=CC=C(CNC2=C3N=CN(C3=NC=N2)C2CC(C2)NC(C2=NC(=CC=C2)C)=O)C=C1)=O)=O